[Si](C)(C)(C(C)(C)C)OC1=C(C=C(C=C1)C=CC=CC(=O)[O-])OC 5-{4-[(tert-butyldimethylsilyl)oxy]-3-methoxyphenyl}penta-2,4-dienoate